NC=1C=2N(C=CN1)C(=NC2C2=CC=C(C=C2)C(NC2=NC=CC(=C2)C(F)(F)F)=O)C2CC(CCC2)(C(=O)O)C 3-[8-amino-1-(4-{[4-(trifluoromethyl)pyridin-2-yl]carbamoyl}phenyl)imidazo[1,5-a]pyrazin-3-yl]-1-methylcyclohexanecarboxylic acid